Cyano-acetyl-hydrazine C(#N)N(N)C(C)=O